(S)-acetyl-mandelic acid C(C)(=O)[C@@](C(=O)O)(O)C1=CC=CC=C1